i-hexyl-hydrazine tert-Butyl-(4-(5-chloro-3-(ethylsulfonyl)-7,9-dihydrofuro[3,4-f]quinazolin-6-yl)-3-cyano-7-fluorobenzo[b]thiophen-2-yl)carbamate C(C)(C)(C)N(C(O)=O)C1=C(C2=C(S1)C(=CC=C2C=2C1=C(C=3C=NC(=NC3C2Cl)S(=O)(=O)CC)COC1)F)C#N.C(CCC(C)C)NN